[Cl-].[Cl-].C1(=CC=CC=C1)C(C1=CC=CC=C1)=[Zr+2](C1C=CC=C1)C1C2=CC=CC=C2C=2C=CC=CC12 diphenylmethylene(9-fluorenyl)(cyclopentadienyl)zirconium dichloride